1-(2-chloro-6-fluorobenzyl)-N-((5-fluorobenzofuran-2-yl)methyl)-3-methyl-2-oxo-1,2,3,4-tetrahydroquinazoline-7-carboxamide ClC1=C(CN2C(N(CC3=CC=C(C=C23)C(=O)NCC=2OC3=C(C2)C=C(C=C3)F)C)=O)C(=CC=C1)F